CCC(CCCCCCC(CCCCCCCCCC)O)O eicosane-3,10-diol